10-hydroxy-6-methyl-8-oxo-N-[4-(trifluoromethyl)-2-[6-(trifluoromethyl)-pyrimidin-4-yl]phenyl]-6,7-diazaspiro[4.5]dec-9-ene-9-carboxamide OC1=C(C(NN(C12CCCC2)C)=O)C(=O)NC2=C(C=C(C=C2)C(F)(F)F)C2=NC=NC(=C2)C(F)(F)F